[5-benzyloxy-4-[(4-methoxyphenyl)methyl-sulfanyl]-2-pyridyl]-(4-bromo-2,6-dichloro-phenyl)methanol C(C1=CC=CC=C1)OC=1C(=CC(=NC1)C(O)C1=C(C=C(C=C1Cl)Br)Cl)SCC1=CC=C(C=C1)OC